6-(2-Hydroxy-3-fluorobenzylamino)-9-β-D-arabinofuranosylpurin OC1=C(CNC2=C3N=CN(C3=NC=N2)[C@H]2[C@@H](O)[C@H](O)[C@H](O2)CO)C=CC=C1F